FC=1C=C(C=CC1F)N1C=NN(C1=O)C\C(\CNC(OC(C)(C)C)=O)=C/F tert-butyl (Z)-(2-((4-(3,4-difluorophenyl)-5-oxo-4,5-dihydro-1H-1,2,4-triazol-1-yl)methyl)-3-fluoroallyl)carbamate